stearamidoic acid C(CCCCCCCCCCCCCCCCC)(=O)N